O[C@@H](CN(C(OC(C)(C)C)=O)[C@H]1COC2(C1)CCN(CC2)S(=O)(=O)C2=CC1=C(OCCN1C)C=C2)COC2=CC(=CC=C2)S(NC)(=O)=O tert-butyl ((S)-2-hydroxy-3-(3-(N-methylsulfamoyl)phenoxy)propyl)((R)-8-((4-methyl-3,4-dihydro-2H-benzo[b][1,4]oxazin-6-yl)sulfonyl)-1-oxa-8-azaspiro[4.5]decan-3-yl)carbamate